dichloro[1,3-bis(2-methylphenyl)-2-imidazolidinylidene](2-isopropoxyphenylmethylidene)ruthenium (II) Cl[Ru-4](=CC1=C(C=CC=C1)OC(C)C)(=C1N(CCN1C1=C(C=CC=C1)C)C1=C(C=CC=C1)C)Cl